FC(C1=CC=CC(=N1)C=1C(=C(C=CC1)C[C@@H]1N(CC([C@@H]1NS(N(C)C)(=O)=O)(F)F)C(=O)C1(CCC1)O)F)F N'-[(2S,3R)-2-({3-[6-(difluoromethyl)-pyridin-2-yl]-2-fluorophenyl}methyl)-4,4-difluoro-1-(1-hydroxycyclobutane-1-carbonyl)pyrrolidin-3-yl]-N,N-dimethyl-sulfuric diamide